N-(2-cyano-3-((2,3-dihydroimidazo[1,2-c]quinazolin-9-yl)oxy)phenyl)thiophene-2-sulfonamide C(#N)C1=C(C=CC=C1OC1=CC=2C=3N(C=NC2C=C1)CCN3)NS(=O)(=O)C=3SC=CC3